Cl[Si]1(O[Si](C1)(Cl)Cl)Cl tetrachloro-1,3-disiloxetane